FC=1C=CC(=C(C1)C(C(=O)O)N1CC(C1)OCCCCCC1=NC=2NCCCC2C(=C1)OC)C1CCOCC1 2-(5-fluoro-2-(tetrahydro-2H-pyran-4-yl)phenyl)-2-(3-((5-(4-methoxy-5,6,7,8-tetrahydro-1,8-naphthyridin-2-yl)pentyl)oxy)azetidin-1-yl)acetic acid